FC(OC1=CC(=NN1)NC1=CN=CC(=N1)[C@H]1CN(CCC1)C(=O)OC(C)(C)C)F tert-butyl (R)-3-(6-((5-(difluoromethoxy)-1H-pyrazol-3-yl)amino)pyrazin-2-yl)piperidine-1-carboxylate